[Al+3].[Zr+4].[O-2].[O-2].[Ti+4] titanium dioxide zirconium aluminum